4-((1R,5S)-3,8-Diazabicyclo[3.2.1]octan-3-yl)-7-(8-ethyl-7-fluoro-3-hydroxynaphthalen-1-yl)-2-(((S)-1-methylpyrrolidin-2-yl)methoxy-d2)pyrimido[4,5-d]pyridazin-8(7H)-one [C@H]12CN(C[C@H](CC1)N2)C2=NC(=NC=1C(N(N=CC12)C1=CC(=CC2=CC=C(C(=C12)CC)F)O)=O)OC([2H])([2H])[C@H]1N(CCC1)C